3-(5-(((1-(4-(5,7-dimethoxy-4-oxo-3,4-dihydroquinazolin-2-yl)phenyl)piperidin-4-yl)(methyl)amino)methyl)-4-fluoro-1-oxoisoindolin-2-yl)piperidine-2,6-dione COC1=C2C(NC(=NC2=CC(=C1)OC)C1=CC=C(C=C1)N1CCC(CC1)N(C)CC=1C(=C2CN(C(C2=CC1)=O)C1C(NC(CC1)=O)=O)F)=O